C(C)(C)(C)OC(=O)NCC=1C=C(C=CC1)C1=CC(=CC=2C=C(OC21)COC)C(=O)OC methyl 7-(3-{{{tert-butoxycarbonyl}amino}methyl}phenyl)-2-(methoxymethyl)benzofuran-5-carboxylate